C1(=CC=CC=C1)C=1C=C2C(=C3N(C4=CC=C(C=C4C13)B(O)O)C1=C(C(=C(C(=C1[2H])[2H])[2H])[2H])[2H])C=CC=C2 (6-phenyl-11-(phenyl-d5)-11H-benzo[a]carbazol-8-yl)boronic acid